NC(CN1N=CC(=C1)C1=CC=2C(=NC=CC2S1)N(C(C1=C(C=C(C=C1)C=1N=NN(C1)C)F)=O)[C@H]1CNCCC1)=O N-[2-[1-(2-amino-2-oxo-ethyl)pyrazol-4-yl]thieno[3,2-c]pyridin-4-yl]-2-fluoro-4-(1-methyltriazol-4-yl)-N-[(3R)-3-piperidyl]benzamide